2-(2-(2-(prop-2-yn-1-yloxy)ethoxy)ethoxy)ethyl methanesulfonate CS(=O)(=O)OCCOCCOCCOCC#C